ClC1=C(C(=O)NC=2C(=NNC2)C(NC2CCNCC2)=O)C(=CC=C1)Cl 4-(2,6-dichlorobenzamido)-3-(piperidin-4-ylcarbamoyl)-1H-pyrazole